dimethyl (2-fluorovinyl)phosphonate FC=CP(OC)(OC)=O